2-((4,10-bis(carboxymethyl)-7-(2-hydroxy-5-nitrobenzyl)-1,4,7,10-tetraazacyclododecan-1-yl)methyl)pyridine 1-oxide C(=O)(O)CN1CCN(CCN(CCN(CC1)CC1=C(C=CC(=C1)[N+](=O)[O-])O)CC(=O)O)CC1=[N+](C=CC=C1)[O-]